4-(2-oxopyrrolidin-1-yl)benzyl phenyl carbonate C(OCC1=CC=C(C=C1)N1C(CCC1)=O)(OC1=CC=CC=C1)=O